(4-methyl-2-trifluoromethoxybenzyl)-[2-(9-(pyridin-2-yl)-6-oxaspiro[4.5]decan-9-yl)ethyl]amine CC1=CC(=C(CNCCC2(CCOC3(CCCC3)C2)C2=NC=CC=C2)C=C1)OC(F)(F)F